NC(C)C1=CC2=CC=CC=C2C=C1 1-amino-1-(2-naphthyl)ethane